2-[6-amino-5-[8-[2-[3-(7-oxa-1-azaspiro[3.5]nonan-1-yl)prop-1-ynyl]-4-pyridinyl]-3,8-diazabicyclo[3.2.1]oct-3-yl]pyridazin-3-yl]phenol NC1=C(C=C(N=N1)C1=C(C=CC=C1)O)N1CC2CCC(C1)N2C2=CC(=NC=C2)C#CCN2CCC21CCOCC1